C[N+](CCCS(=O)(=O)O)(CCC(CCCCCCCCC)O)C dimethyl-(3-hydroxydodecyl)sulfopropyl-ammonium